C1(=CC=CC=C1)S(=O)(=O)N1C=C(C2=CC=C(C=C12)C=1C(NC(NC1)=O)=O)C1=NC(=NC=C1C(F)(F)F)N[C@@H]1CN(CCC1)C(=O)OC(C)(C)C tert-butyl (3S)-3-[[4-[1-(benzenesulfonyl)-6-(2,4-dioxo-1H-pyrimidin-5-yl)indol-3-yl]-5-(trifluoromethyl)pyrimidin-2-yl]amino]piperidine-1-carboxylate